2-((2-methoxyphenyl)amino)-6-phenylnicotinonitrile COC1=C(C=CC=C1)NC1=C(C#N)C=CC(=N1)C1=CC=CC=C1